(S)-N-methyl-1-(6-methylpyridin-3-yl)ethan-1-amine CN[C@@H](C)C=1C=NC(=CC1)C